NC=1SC=C(N1)C(C)=O 1-(2-aminothiazol-4-yl)ethanone